Cl.FC1=C(C=CC(=C1)F)C1CCN(CC1)CC1=CC=C(COC2=C3CN(C(C3=CC=C2)=O)N2C(CCCC2=O)=O)C=C1 (4-{4-[4-(2,4-Difluoro-phenyl)-piperidin-1-ylmethyl]-benzyloxy}-1-oxo-1,3-dihydro-isoindol-2-yl)-piperidine-2,6-dione hydrochloride